C(C)(C)(C)OC(=O)NCC=1C=C(C=CC1)C=1C=CC2=C(C(=CO2)COC2=C(C=CC(=C2)C2CC2)CC(=O)OCC)C1 ethyl 2-(2-((5-(3-(((tert-butoxycarbonyl)amino)methyl)phenyl)benzofuran-3-yl)methoxy)-4-cyclopropylphenyl)acetate